N-(amino(4-fluoro-1-(2-hydroxyethyl)-1H-pyrazol-3-yl)(oxo)-λ6-sulfaneylidene)-2-(2,2-difluoro-4,6-diisopropylbenzo[d][1,3]dioxol-5-yl)acetamide NS(=NC(CC1=C(C2=C(OC(O2)(F)F)C=C1C(C)C)C(C)C)=O)(=O)C1=NN(C=C1F)CCO